(S)-2'-chloro-6'-(5-fluoro-6-methoxy-1H-1,3-benzodiazol-2-yl)-4-(4-phenylpiperidine-1-carbonyl)-[1,1'-biphenyl]-2-carboxylic acid ClC1=C(C(=CC=C1)C1=NC2=C(N1)C=C(C(=C2)F)OC)C=2C(=CC(=CC2)C(=O)N2CCC(CC2)C2=CC=CC=C2)C(=O)O